2-(6-(pyrrolidin-1-yl)nicotinamido)benzo[d]thiazole-6-carboxylic acid N1(CCCC1)C1=NC=C(C(=O)NC=2SC3=C(N2)C=CC(=C3)C(=O)O)C=C1